C(C)(C)(C)N(C(O)=O)CCN1N=CC(=C1)C=1C=NC(=CC1F)Cl.ClC1=CC(=C(C=N1)C=1C=NN(C1)CCN(C(OC(C)(C)C)=O)C)F tert-butyl (2-(4-(6-chloro-4-fluoropyridin-3-yl)-1H-pyrazol-1-yl)ethyl)(methyl)carbamate tert-Butyl-(2-(4-(6-chloro-4-fluoropyridin-3-yl)-1H-pyrazol-1-yl)ethyl)carbamate